BrC=1C=C(C(=NC1)Cl)F 5-bromo-2-chloro-3-fluoropyridine